3-methyl-10-oxo-12-{5-[(1-oxohexadecyl) oxy] pentyl}-3,9-diaza-6,11-dioxaheptadec-17-yl hexadecanoate C(CCCCCCCCCCCCCCC)(=O)OCCCCCC(OC(NCCOCCN(CC)C)=O)CCCCCOC(CCCCCCCCCCCCCCC)=O